CC1=CC=C2C(=CC=C(C=C12)C(C)C)C 1,4-dimethyl-7-isopropylazulene